NC=1C=C2C=CC=C(C2=CC1)CN1N=C(C=2CN(CC(C21)C)C(=O)C=2NC=CC2)C(=O)NC=2C=C(C=CC2)C 1-((6-aminonaphthalen-1-yl)methyl)-7-methyl-5-(1H-pyrrole-2-carbonyl)-N-(m-tolyl)-4,5,6,7-tetrahydro-1H-pyrazolo[4,3-c]pyridine-3-carboxamide